C(CCCCCCCC)(=O)OC1CC(N(C(C1)(C)C)O)(C)C 1-hydroxy-2,2,6,6-tetramethylpiperidin-4-yl nonanoate